C(C)OC1=NC(=CC(=C1)C1=CC(=C2C(=N1)N=C(N2)C2=CC=C(OC1CCN(CC1)CC(=O)[O-])C=C2)N(C)CC2(CCC2)COC)C(F)(F)F.[Na+] Sodium [4-(4-{5-[2-ethoxy-6-(trifluoromethyl)pyridin-4-yl]-7-[{[1-(methoxymethyl)cyclobutyl]methyl}(methyl)amino]-1H-imidazo[4,5-b]pyridin-2-yl}phenoxy)piperidin-1-yl]acetate